C(C1=CC=CC=C1)SC=1C=CC2=C(N=C(O2)C(C)(C)C)C1 5-(Benzylthio)-2-(tert-butyl)benzo[d]oxazole